CC1=C(C=CC(=N1)OC1CC2(CNC2)C1)C(F)(F)F 6-((6-methyl-5-(trifluoromethyl)pyridin-2-yl)oxy)-2-azaspiro[3.3]Heptane